BrCCCCCP(O)(O)=O (5-bromopentyl)phosphonic acid